Methyl 1-(3-formylphenyl)-6-oxo-1,6-dihydropyridazine-3-carboxylate C(=O)C=1C=C(C=CC1)N1N=C(C=CC1=O)C(=O)OC